methyl (1S,2R)-2-((3,7-dimethyl-2,6-dioxo-1-(4-(trifluoromethyl)benzyl)-2,3,6,7-tetrahydro-1H-purin-8-yl)amino)cyclopentane-1-carboxylate CN1C(N(C(C=2N(C(=NC12)N[C@H]1[C@H](CCC1)C(=O)OC)C)=O)CC1=CC=C(C=C1)C(F)(F)F)=O